(5R)-2-(1,3-dimethylpyrazol-4-yl)-N-[(3S)-9-fluoro-2-oxo-5-phenyl-1,3-dihydro-1,4-benzodiazepine-3-yl]-5-methyl-6,7-dihydro-5H-pyrazolo[5,1-b][1,3]Oxazine-3-carboxamide CN1N=C(C(=C1)C1=NN2C(O[C@@H](CC2)C)=C1C(=O)N[C@@H]1C(NC2=C(C(=N1)C1=CC=CC=C1)C=CC=C2F)=O)C